BrC1=C(C(=O)O)C=C(C(=C1[N+](=O)[O-])C)C(F)(F)F 2-bromo-4-methyl-3-nitro-5-(trifluoromethyl)benzoic acid